C(C1=CC=CC=C1)OC(=O)N1CCN(CC1)C=1C=NC(=CC1)C1=NN=C(N1)C 4-(6-(5-methyl-4H-1,2,4-triazol-3-yl)pyridin-3-yl)piperazine-1-carboxylic acid benzyl ester